C1=NC=CC=2CC3(C(=CC12)C=CC3)S(=O)(=O)N 6H-cyclopenta[g]Isoquinoline-5a-sulfonamide